(4-(benzo[d]thiazol-5-yl-amino)thieno[2,3-b]pyridin-2-yl)-7-oxa-1-azaspiro[4.4]nonane-1-carboxylic acid benzyl ester C(C1=CC=CC=C1)OC(=O)N1C(CCC12COCC2)C2=CC=1C(=NC=CC1NC=1C=CC3=C(N=CS3)C1)S2